ClC1=CC(=NS1)OCCCN1CCC(CC1)NC(COC1=CC=C(C=C1)Cl)=O N-(1-(3-((5-chloroisothiazol-3-yl)oxy)propyl)piperidin-4-yl)-2-(4-chlorophenoxy)acetamide